CNC=1N=C(N(N1)C1=NC=CC=N1)[C@H](C)NC(C1=CC(=CC(=C1)C(F)(F)F)C(F)(F)F)=O N-[(1S)-1-[5-(methylamino)-2-pyrimidin-2-yl-1,2,4-triazol-3-yl]ethyl]-3,5-bis(trifluoromethyl)benzamide